ClC1=CN=C2C(=N1)N(C=C2)C(C)C 3-Chloro-5-isopropyl-pyrrolo[2,3-b]pyrazine